N-(2-methyl-6-morpholino-1,1-dioxido-2,3-dihydrobenzo[d]isothiazol-5-yl)pyrazolo[1,5-a]pyrimidine-3-carboxamide CN1S(C2=C(C1)C=C(C(=C2)N2CCOCC2)NC(=O)C=2C=NN1C2N=CC=C1)(=O)=O